5-(4-(2-((3-amino-6-(2-hydroxyphenyl)pyridazin-4-yl)ethynyl)spiro[3.5]nonan-7-yl)piperazin-1-yl)-2-(2,6-dioxopiperidin-3-yl)-6-fluoroisoindole-1,3-dione NC=1N=NC(=CC1C#CC1CC2(C1)CCC(CC2)N2CCN(CC2)C=2C=C1C(N(C(C1=CC2F)=O)C2C(NC(CC2)=O)=O)=O)C2=C(C=CC=C2)O